ClCCCC1(CN(CC1=O)C(=O)OCC)C(=O)OCC diethyl 3-(3-chloropropyl)-4-oxopyrrolidine-1,3-dicarboxylate